ClC1=C(C=CC=C1Cl)N1CCN(CC1)CCCCOC1C(NC2=CC=CC=C2C1)=O 4-[4-(2,3-Dichlorophenyl)-1-piperazinyl]-butoxy-3,4-dihydrocarbostyril